C(C)C1=NC2=C(N1C1=NC(=C3N=C(N(C3=N1)C)CN1C(CNCC1)=O)N1CCOCC1)C=CC=C2 1-((2-(2-ethyl-1H-benzo[d]imidazol-1-yl)-9-methyl-6-morpholino-9H-purin-8-yl)methyl)piperazin-2-one